CC1=CC2(CC3(C(O2)C2=CC=CC=C2C3)CC#C)OC1=O 4-methyl-3a'-(prop-2-yn-1-yl)-3',3a',4',8b'-tetrahydro-5H-spiro[furan-2,2'-indeno[1,2-b]furan]-5-one